cyclopenten-1-one C1(C=CCC1)=O